CN1CCN(CC1)CCCCNCC1=CC=C(C=C1)C1=C2C(=NC(=C1)C1=CC=C(C=C1)CNCCCCN1CCN(CC1)C)NC=C2 4,6-Bis{4-[(4-(4-methylpiperazin-1-yl)butyl)aminomethyl]phenyl}-1H-pyrrolo[2,3-b]pyridine